(R)-6-Chloro-1'-(1-((R)-1-(3-chlorophenyl)ethyl)-1H-pyrazole-4-carbonyl)-5-fluorospiro[benzo[d][1,3]oxazine-4,3'-piperidin]-2(1H)-one ClC1=C(C2=C(NC(O[C@@]23CN(CCC3)C(=O)C=3C=NN(C3)[C@H](C)C3=CC(=CC=C3)Cl)=O)C=C1)F